N-[5-(4-carbamoyl-3,5-difluorophenyl)-4-fluoro-2-[(3R,5S)-3,4,5-trimethylpiperazin-1-yl]phenyl]-4-(difluoromethyl)-6-oxo-1H-pyridine-3-carboxamide C(N)(=O)C1=C(C=C(C=C1F)C=1C(=CC(=C(C1)NC(=O)C1=CNC(C=C1C(F)F)=O)N1C[C@H](N([C@H](C1)C)C)C)F)F